3-((4-(((1-(6-(5-((R)-2-(2,4-difluorophenyl)pyrrolidin-1-yl)pyrazolo[1,5-a]pyrimidin-3-yl)pyridin-2-yl)piperidin-4-yl)(methyl)amino)methyl)phenyl)amino)piperidine-2,6-dione FC1=C(C=CC(=C1)F)[C@@H]1N(CCC1)C1=NC=2N(C=C1)N=CC2C2=CC=CC(=N2)N2CCC(CC2)N(C)CC2=CC=C(C=C2)NC2C(NC(CC2)=O)=O